N-vinyl-octanamide C(=C)NC(CCCCCCC)=O